9-ethyl-2-methyl-3-(piperidine-1-ylmethyl)-1,2,3,9-tetrahydro-4H-carbazole-4-one C(C)N1C2=CC=CC=C2C=2C(C(C(CC12)C)CN1CCCCC1)=O